SC(CC)S(=O)(=O)[O-].[Na+].FC(C1=CN(C(=C1C1=CC=C(C=C1)C)F)C1=CC=C(N)C=C1)(F)F 4-(3-trifluoromethyl-5-fluoro-4-(4-methylphenyl)-1H-pyrrol-1-yl)aniline sodium Mercaptopropanesulfonate